ClC1=CC=2C(=C(N=NC2NC(C)C=2C(=C(C=CC2)C(C(C)(O)C)(F)F)F)C)C=N1 1-(3-(1-((7-chloro-4-methylpyrido[3,4-d]pyridazin-1-yl)amino)ethyl)-2-fluorophenyl)-1,1-difluoro-2-methyl-propan-2-ol